C1(CC1)N1C(N(C2=C(C1=O)C(=C(C(N2C)=O)C)OC2=CC(=CC=C2)[N+](=O)[O-])C2=C(C=C(C=C2)I)F)=O 3-cyclopropyl-1-(2-fluoro-4-iodophenyl)-6,8-dimethyl-5-(3-nitrophenoxy)pyrido[2,3-d]pyrimidine-2,4,7-trione